C(C)OC(=O)C=1N=COC1C1=CC=NN1C1CC1.Cl.NCC(=O)C1=CC=NN1C1CC1 2-amino-1-(1-cyclopropyl-1H-pyrazol-5-yl)ethan-1-one hydrogen chloride Ethyl-5-(1-cyclopropyl-1H-pyrazol-5-yl)-1,3-oxazole-4-carboxylate